2,5-dichloro-3,6-dihydroxy-p-benzoquinone ClC=1C(C(=C(C(C1O)=O)Cl)O)=O